FC(C=1N=C2N(N1)[C@@H](C[C@@H]2F)C2=CC=CC=C2)F (5s,7s)-2-(difluoromethyl)-7-fluoro-5-phenyl-6,7-dihydro-5H-pyrrolo[1,2-b][1,2,4]triazole